tert-butyl (2S,3S)-3-(((S)-2-ethoxy-2-oxo-1-((R)-tetrahydrofuran-3-yl)ethyl)(methyl)carbamoyl)-2-(hydroxymethyl)pyrrolidine-1-carboxylate C(C)OC([C@H]([C@@H]1COCC1)N(C(=O)[C@@H]1[C@H](N(CC1)C(=O)OC(C)(C)C)CO)C)=O